(E)-cinnamaldehyde C(\C=C\C1=CC=CC=C1)=O